CN1C=NC=2C1=C1C(=NC2N)C=C(S1)C1=NNC=C1 1-methyl-7-(1H-pyrazol-3-yl)-1H-imidazo[4,5-d]thieno[3,2-b]pyridin-4-amine